C(=C)OCCC(O)C1CCCCC1 (vinyloxyethyl)cyclohexyl-methanol